p-Menth-4(8)-en-1-ol C1(CCC(CC1)=C(C)C)(C)O